C1N(CCC2=CC=CC=C12)C[C@H](CN1C(C=2C=CC(=NC2CC1)N1CCOCC1)=O)O 6-[(2R)-3-(3,4-Dihydro-1H-isochinolin-2-yl)-2-hydroxy-propyl]-2-morpholino-7,8-dihydro-1,6-naphthyridin-5-on